[Co].[Pb] lead-cobalt